CCCCCCCC/C=C\\CCCCCCCC(=O)OC[C@H](COP(=O)(O)O)OC(=O)CCC/C=C\\C/C=C\\C/C=C\\C/C=C\\CCCCC The molecule is a 1-acyl-2-arachidonoyl-sn-glycero-3-phosphate(2-) in which the 1-acyl substituent is specified as oleoyl. It derives from an oleic acid and an arachidonic acid. It is a conjugate acid of a 1-oleoyl-2-arachidonoyl-sn-glycero-3-phosphate(2-).